1,3-dipropyl-2-isobutyl-imidazole C(CC)N1C(N(C=C1)CCC)CC(C)C